sodium (S)-3-(3-(1,5-dimethyl-4-oxido-2-oxo-1,2-dihydropyridin-3-yl)ureido)-3-(4-phenyl thiophen-2-yl)propanoate CN1C(C(=C(C(=C1)C)[O-])NC(N[C@@H](CC(=O)[O-])C=1SC=C(C1)C1=CC=CC=C1)=O)=O.[Na+].[Na+]